5-(4-Methoxyisoindolin-2-yl)-4-methylpyridazin-3(2H)-one COC1=C2CN(CC2=CC=C1)C1=C(C(NN=C1)=O)C